titanium bis(ethylacetoacetate) bis(isopropylacetoacetate) C(C)(C)CC(CC(=O)[O-])=O.C(C)(C)CC(CC(=O)[O-])=O.C(C)CC(CC(=O)[O-])=O.C(C)CC(CC(=O)[O-])=O.[Ti+4]